ethyl 3-butylhept-2-enoate C(CCC)C(=CC(=O)OCC)CCCC